FC(C1=CC(=NC=N1)C(C)(C#CC=1C=NC=C(C1)[C@](C1=CC=C(C=C1)C(C)C)(O)C1(CN(C1)C)C)O)F 2-(6-difluoromethyl-pyrimidin-4-yl)-4-{5-[(R)-(1,3-dimethyl-azetidin-3-yl)-hydroxy-(4-isopropyl-phenyl)-methyl]-pyridin-3-yl}-but-3-yn-2-ol